7-bromo-N-[(thiophen-2-yl)methyl]thieno[3,2-c]pyridazin-4-amine BrC1=CSC2=C1N=NC=C2NCC=2SC=CC2